2,6,8-trihydroxypurine OC1=NC(=C2NC(=NC2=N1)O)O